C(C)(C)N1N=C(C2=C(C=CC=C12)CC1=CC=C(C=C1)C(F)(F)F)C(=O)N[C@@H](C)C1=CC=C(C(=O)O)C=C1 4-[(1S)-1-[[1-isopropyl-4-[[4-(trifluoromethyl)phenyl]methyl]indazole-3-carbonyl]-amino]ethyl]-benzoic acid